1-(3,5-difluorobenzyl)-8-(1-(2,2-difluoroethyl)-1H-pyrazolo[3,4-b]pyrazin-6-yl)-3-(6-(trifluoromethyl)pyrazin-2-yl)-1,3,8-triazaspiro[4.5]decane-2,4-dione FC=1C=C(CN2C(N(C(C23CCN(CC3)C3=CN=C2C(=N3)N(N=C2)CC(F)F)=O)C2=NC(=CN=C2)C(F)(F)F)=O)C=C(C1)F